5-bromo-4-(5-cyclopropyl-1,3,4-oxadiazol-2-yl)-1,3-dihydro-2H-benzo[b]azepin-2-one BrC=1C2=C(NC(CC1C=1OC(=NN1)C1CC1)=O)C=CC=C2